(1E,2E)-N1,N2,1,2-tetraphenylethane-1,2-diimine C1(=CC=CC=C1)/N=C(/C(=N/C1=CC=CC=C1)/C1=CC=CC=C1)\C1=CC=CC=C1